1-phenethyl-1H-benzo[d][1,2,3]triazole C(CC1=CC=CC=C1)N1N=NC2=C1C=CC=C2